O[C@@H]1C[C@H](CC[C@H]1C)NC(OC(C)(C)C)=O tert-butyl (1S,3R,4R)-3-hydroxy-4-methylcyclohexylcarbamate